COC=1C=C2CCN(C(C2=CC1OCCOC)CCC1=CNC2=CC=C(C=C12)OC)C(=O)N1CCOCC1 (6-methoxy-1-(2-(5-methoxy-1H-indol-3-yl)ethyl)-7-(2-methoxyethoxy)-3,4-dihydroisoquinolin-2(1H)-yl)(morpholino)methanone